N1N=CC2=CC=C(C=C12)C=1N=NN(C1)CC1=C(C=C(C=C1)C=1OC(=NN1)C(F)F)F 2-(4-((4-(1H-indazol-6-yl)-1H-1,2,3-triazol-1-yl)methyl)-3-fluorophenyl)-5-(difluoromethyl)-1,3,4-oxadiazole